FC1(OC2=C(O1)C=CC(=C2)C(=O)N2CCN(CC2)C(\C=C\C2=CC=C(C=C2)F)=O)F (E)-1-(4-(2,2-difluorobenzo[d][1,3]dioxol-5-carbonyl)piperazin-1-yl)-3-(4-fluorophenyl)prop-2-en-1-one